The molecule is catechol substituted at positions 5 and 6 (3 and 4) with methyl groups and at position 6 (3) with a pentadecyl group. It has a role as a hapten and an allergen. CCCCCCCCCCCCCCCC1=C(C(=C(C(=C1)C)C)O)O